(4-amino-1-tert-butyl-pyrazolo[3,4-d]pyrimidin-3-yl)-N-(1,2,4-thiadiazol-5-yl)-1H-indole-2-carboxamide NC1=C2C(=NC=N1)N(N=C2N2C(=CC1=CC=CC=C21)C(=O)NC2=NC=NS2)C(C)(C)C